C1(=CC=CC=C1)N1C(=NC2=C1C1=CC=C(C=C1C=1C=C(C=CC12)C1=CC=CC=C1)C1=CC=CC=C1)C1=CC=C(C=C1)C1=CC=2C(C3=CC=CC=C3C(C2C=C1)=O)=O 2-(4-(1,6,9-triphenyl-1H-phenanthro[9,10-d]imidazol-2-yl)phenyl)anthracene-9,10-dione